(S)-(4-(difluoromethyl)oxazol-5-yl)(4-(5-fluoro-7-methoxybenzo[d]oxazol-2-yl)-6,7-dihydro-1H-imidazo[4,5-c]pyridin-5(4H)-yl)methanone FC(C=1N=COC1C(=O)N1[C@@H](C2=C(CC1)NC=N2)C=2OC1=C(N2)C=C(C=C1OC)F)F